FC=1C(=C(C=CC1C)S(=O)(=O)N)CC1=CC=CC=C1 fluorobenzyl-4-methylbenzenesulfonamide